(prop-2-yn-1-ylazanediyl)bis(hexane-1,2,3,4,5-pentaol) C(C#C)N(CC(C(C(C(CO)O)O)O)O)CC(C(C(C(CO)O)O)O)O